COC(=O)C1(N(C(CC1)=O)C)C.C1(=CC=CC=C1)SC=1SC=CC1 2-(phenylthio)thiophene methyl-1,2-dimethyl-5-oxopyrrolidine-2-carboxylate